OC1=CC=C(C=C2C(N(C(S2)=NN=C2C(NC3=CC=C(C=C23)Br)=O)C2=C(C=CC=C2)Cl)=O)C=C1 3-(2-(5-(4-hydroxybenzylidene)-3-(2-chlorophenyl)-4-oxothiazolidin-2-ylidene)hydrazono)-5-bromo-1H-indol-2-one